ClC1=CC=C(C=C1)C1=NC=C(C(=C1)C)C1CN(CCC1)C1CCCC1 2-(4-chlorophenyl)-5-(1-cyclopentylpiperidin-3-yl)-4-methylpyridine